C1(CC1)C1=CC(=C(C=C1)C=1CCCC2=C(C1C1=CC=C(C=C1)C=C1CN(C1)CCCF)C=CC(=C2)C(=O)O)F 8-(4-cyclopropyl-2-fluorophenyl)-9-(4-((1-(3-fluoropropyl)azetidin-3-ylidene)methyl)phenyl)-6,7-dihydro-5H-benzo[7]annulene-3-carboxylic acid